trans-3-[3-fluoro-4-[4-[[1-[4-[[5-fluoro-4-[3-(1-piperidyl)phenyl]pyrimidin-2-yl]amino]cyclohexanecarbonyl]-4-hydroxy-4-piperidyl]methyl]piperazin-1-yl]anilino]piperidine-2,6-dione FC=1C=C(NC2C(NC(CC2)=O)=O)C=CC1N1CCN(CC1)CC1(CCN(CC1)C(=O)[C@@H]1CC[C@H](CC1)NC1=NC=C(C(=N1)C1=CC(=CC=C1)N1CCCCC1)F)O